Ethyl 5-(2-((2-chlorophenyl)amino)-6-(trifluoromethyl)pyridin-3-yl)oxazole-4-carboxylate ClC1=C(C=CC=C1)NC1=NC(=CC=C1C1=C(N=CO1)C(=O)OCC)C(F)(F)F